Cl.FC1=CC=C(C=C1)[C@@H]1[C@H](C1)N (1S,2R)-2-(4-fluorophenyl)cyclopropanamine-hydrochloride